2-[4-[1-(2,6-dioxo-3-piperidyl)-3-methyl-indazol-5-yl]phenyl]-N-[5-fluoro-7-hydroxy-6-(1,1,4-trioxo-1,2,5-thiadiazolidin-2-yl)-2-naphthyl]acetamide O=C1NC(CCC1N1N=C(C2=CC(=CC=C12)C1=CC=C(C=C1)CC(=O)NC1=CC2=CC(=C(C(=C2C=C1)F)N1S(NC(C1)=O)(=O)=O)O)C)=O